(3R)-3-{[10-(azetidin-3-yl)-2-(4-methoxyphenyl)[1,2,4]triazolo[1,5-c]quinazolin-5-yl]amino}azepan-2-one N1CC(C1)C=1C=2C=3N(C(=NC2C=CC1)N[C@H]1C(NCCCC1)=O)N=C(N3)C3=CC=C(C=C3)OC